S(=O)(=O)(ON1C([C@@H](C1=O)NC(\C(\C=1N=C(SC1)N)=N/O[C@@H](COC=1C=NC(=NC1)N1C=[N+](C=C1)CCCN)C(=O)O)=O)(C)C)[O-] (S)-3-((Z)-2-(((S)-2-((2-(3-(3-aminopropyl)-1H-imidazol-3-ium-1-yl)pyrimidin-5-yl)oxy)-1-carboxyethoxy)imino)-2-(2-aminothiazol-4-yl)acetamido)-2,2-dimethyl-4-oxoazetidin-1-yl sulfate